BrC1=C(C(=CC2=C(C=CC=C12)Br)NS(=O)(=O)C1=CC=C(C=C1)C)C=O N-(4,8-dibromo-3-formyl-2-naphthyl)-4-methylbenzenesulfonamide